C(C)OC(C(CCC1CC1)N=C(C1=CC=CC=C1)C1=CC=CC=C1)=O (diphenylmethyleneamino)-4-cyclopropyl-butyric acid ethyl ester